1-aminooctan-3-ol NCCC(CCCCC)O